methylethyl-(o-tolyl)sulfoxonium C[S+](=O)(C1=C(C=CC=C1)C)CC